trifluoromethyl-γ-valerolactone FC(F)(F)C1C(=O)OC(C1)C